O=C1NC(CC[C@H]1N1C(C2=CC=C(C=C2C1)C(=O)N)=O)=O ((R)-2,6-dioxopiperidin-3-yl)-1-oxoisoindoline-5-carboxamide